(S)-3-(5-(4-((1-(4-((3S,4R)-7-hydroxy-3-(3-(trifluoromethoxy)phenyl)isochroman-4-yl)phenyl)piperidin-4-yl)methyl)piperazin-1-yl)-1-oxoisoindolin-2-yl)piperidine-2,6-dione OC1=CC=C2[C@H]([C@H](OCC2=C1)C1=CC(=CC=C1)OC(F)(F)F)C1=CC=C(C=C1)N1CCC(CC1)CN1CCN(CC1)C=1C=C2CN(C(C2=CC1)=O)[C@@H]1C(NC(CC1)=O)=O